(S)-3-((6-amino-4-chloro-3-methoxypyridin-2-yl)oxy)pyrrolidine-1-carboxylic acid tert-butyl ester C(C)(C)(C)OC(=O)N1C[C@H](CC1)OC1=NC(=CC(=C1OC)Cl)N